1-[5-(difluoromethyl)-6-[1-(2-methoxyethyl)-3-methyl-pyrazol-4-yl]-2-pyridyl]-N-(6-methylpyridazin-3-yl)benzimidazol-5-amine FC(C=1C=CC(=NC1C=1C(=NN(C1)CCOC)C)N1C=NC2=C1C=CC(=C2)NC=2N=NC(=CC2)C)F